CN1C(N(C2=C1C(=CC=C2)N2CCC(CC2)NC)C2C(NC(CC2)=O)=O)=O 3-[3-methyl-4-[4-(methylamino)-1-piperidinyl]-2-oxo-benzimidazol-1-yl]piperidine-2,6-dione